(Z)-4-((5-(dibutylamino)thiophen-2-yl)methylene)-3-phenylisoxazol-5(4H)-one C(CCC)N(C1=CC=C(S1)\C=C/1\C(=NOC1=O)C1=CC=CC=C1)CCCC